ClC=1C(N(N=CC1NC1CCC(CC1)O)C1=CC=C(C=C1)C1CCCC1)=O 4-chloro-2-(4-cyclopentylphenyl)-5-(((1s,4s)-4-hydroxycyclohexyl)amino)pyridazin-3(2H)-one